O=C1N(CCC(N1)=O)C1=NN(C2=CC(=CC=C12)C#CC1CCN(CC1)C(=O)OC(C)(C)C)C tert-butyl 4-((3-(2,4-dioxotetrahydropyrimidin-1(2H)-yl)-1-methyl-1H-indazol-6-yl) ethynyl)-piperidine-1-carboxylate